2-methylpiperazine-1-carboxylic acid tert-butyl ester C(C)(C)(C)OC(=O)N1C(CNCC1)C